tetrahydrofuran-3-yl phosphoramidate P(OC1COCC1)([O-])(=O)N